C(=O)(C(=C)C)[SiH](OC)OC methacryl-dimethoxysilane